3-Bromo-5,6,7,8-tetrahydro[1,2,4]triazolo[4,3-a]pyrazine hydrochloride Cl.BrC1=NN=C2N1CCNC2